FC=1C=2N(C(=NC1N)C=1OC(=CC1)C)N=C(N2)C 8-fluoro-2-methyl-5-(5-methylfuran-2-yl)-[1,2,4]triazolo[1,5-c]pyrimidin-7-amine